CC1=NN(C=C1)CNC(C)=O N-((3(s)-methyl-1H-pyrazole-1-yl)methyl)acetamide